(R)-N-(4,4-difluoro-1-methylpyrrolidin-3-yl)-5-(1-(2,2-difluoropropyl)-1H-benzo[d][1,2,3]triazol-6-yl)-6-fluoro-4-methoxypyrrolo[2,1-f][1,2,4]triazin-2-amine FC1([C@@H](CN(C1)C)NC1=NN2C(C(=N1)OC)=C(C(=C2)F)C=2C=CC1=C(N(N=N1)CC(C)(F)F)C2)F